[2-(methoxycarbonyl)pyrrolidine-1-carbonyl]Pyridine-2-carboxylic acid COC(=O)C1N(CCC1)C(=O)C=1C(=NC=CC1)C(=O)O